OC1=C(C(=O)O)C=CC(=C1)C(=O)O o-hydroxyterephthalic acid